5-Ethyl-6-fluoro-4-(8-fluoro-2-(((2R,7aS)-2-fluorotetrahydro-1H-pyrrolizin-7a(5H)-yl)methoxy)-4-((R)-5-methyl-1,4-oxazepan-4-yl)pyrido[4,3-d]pyrimidin-7-yl)naphthalen-2-ol C(C)C1=C2C(=CC(=CC2=CC=C1F)O)C1=C(C=2N=C(N=C(C2C=N1)N1CCOCC[C@H]1C)OC[C@]12CCCN2C[C@@H](C1)F)F